6-(7-hydroxy-2-oxo-3-((2-(trimethylsilyl)ethoxy)methyl)-2,3-dihydro-1H-imidazo[4,5-b]pyridin-1-yl)-2-((5-hydroxypentan-2-yl)oxy)nicotinonitrile OC1=C2C(=NC=C1)N(C(N2C2=NC(=C(C#N)C=C2)OC(C)CCCO)=O)COCC[Si](C)(C)C